(S)-1-(2-methoxyacetyl)-5-oxopyrrolidine-2-carboxylic acid COCC(=O)N1[C@@H](CCC1=O)C(=O)O